ClC1=C(OC=2C=C3C(C(NC3=CC2)=O)(F)F)C(=CC(=C1)[N+](=O)[O-])Cl 5-(2,6-dichloro-4-nitrophenoxy)-3,3-difluoroindolin-2-one